diethoxy(phenylmethylamino)silane C(C)O[SiH](NCC1=CC=CC=C1)OCC